ClC1=CC(=C(C=C1)C1=NC(=NC2=C1N=C(N(C2=O)C)C)N2C[C@H](OCC2)C=2C=NN(C2)C(F)(F)F)F (R)-8-(4-chloro-2-fluorophenyl)-2,3-dimethyl-6-(2-(1-(trifluoromethyl)-1H-pyrazol-4-yl)morpholino)pyrimido[5,4-d]pyrimidin-4(3H)-one